C(C)S(=O)(C)=NC=1C=CC(=NC1)N1N=C(N=C1[C@H](C)NC(C1=CC(=CC(=C1)C(F)(F)F)C(F)(F)F)=O)C N-((1S)-1-(1-(5-((ethyl(methyl)(oxo)-λ6-sulfaneylidene)amino)pyridin-2-yl)-3-methyl-1H-1,2,4-triazol-5-yl)ethyl)-3,5-bis(trifluoromethyl)benzamide